(S)-1,1,1-trifluoro-heptan-2-yl (1-methyl-4-(6-methyl-5-(methyl-sulfonamido)pyridin-2-yl)-1H-1,2,3-triazol-5-yl)carbamate CN1N=NC(=C1NC(O[C@H](C(F)(F)F)CCCCC)=O)C1=NC(=C(C=C1)NS(=O)(=O)C)C